(E)-3-(morpholinosulfonyl)-N'-(1-(naphthalen-2-yl)ethylidene)benzohydrazide O1CCN(CC1)S(=O)(=O)C=1C=C(C(=O)N/N=C(\C)/C2=CC3=CC=CC=C3C=C2)C=CC1